ClC(C(=O)[O-])(F)F.[Na+].FC(=CC=1C=NC=C(C(=O)OC)C1)F Methyl 5-(2,2-difluorovinyl)nicotinate Sodium 2-chloro-2,2-difluoroacetate